C(C)(=O)N[C@H]1C[C@H](CCC1)C(=O)NC=1N=CC2=CC(=NC(=C2C1)NC(CCO)CCO)C#N (1S,3R)-3-acetamido-N-(7-cyano-5-((1,5-dihydroxypentan-3-yl)amino)-2,6-naphthyridin-3-yl)cyclohexane-1-carboxamide